4-(2-((1H-imidazol-4-yl)methoxy)-4-fluorophenyl)-3-methyl-1H-pyrazole N1C=NC(=C1)COC1=C(C=CC(=C1)F)C=1C(=NNC1)C